2-(METHYL[2-(PYRROLIDIN-1-YL)ETHYL]AMINO)ACETALDEHYDE CN(CC=O)CCN1CCCC1